CC1=CC=C(C=C1)S(=O)OCC ethyl p-toluenesulfinate